C(SC\C=C\C)(OCC)=O (E)-S-(but-2-en-1-yl) O-ethyl carbonothioate